F[C@@H]1CC2=C(C=3CCCC3C(=C2C1)NC(=O)NS(=O)(=NC(C1=CC=CC=C1)(C1=CC=CC=C1)C1=CC=CC=C1)C=1C=NN2C1OC[C@H](C2)OC)F (6S)-N-(((S)-2,8-difluoro-1,2,3,5,6,7-hexahydro-s-indacen-4-yl)carbamoyl)-6-methoxy-N'-trityl-6,7-dihydro-5H-pyrazolo[5,1-b][1,3]oxazine-3-sulfonimidamide